BrC1=CC=C(C=C1)C1=NC2=CC=CC=C2C(=N1)C1=CC=CC=C1 2-(4-bromophenyl)-4-phenylquinazoline